2-(methacryloyloxy)ethyl-trimethylammonium chloride [Cl-].C(C(=C)C)(=O)OCC[N+](C)(C)C